bis((pivaloyloxy)methyl) ((9-((3aR,4R,6R,6aR)-6-(((tertbutyldimethylsilyl)oxy)methyl)-2,2-dimethyltetrahydrofuro[3,4-d][1,3]dioxol-4-yl)-9H-purin-6-yl)carbamoyl)-L-glutamate C(C)(C)(C)[Si](OC[C@H]1O[C@H]([C@H]2[C@@H]1OC(O2)(C)C)N2C1=NC=NC(=C1N=C2)NC(=O)N[C@@H](CCC(=O)OCOC(C(C)(C)C)=O)C(=O)OCOC(C(C)(C)C)=O)(C)C